C(C1=CC=CC=C1)OC=1C=C2CCC(N(C2=CC1)C)=O 6-benzyloxy-1-methyl-3,4-dihydroquinolin-2-one